CC(CCCCCC)CCCC(CCCCCCCCCCCCCCCCCCCCCCCCCCCC)C 7,11-dimethylnonatriacontane